7-chloro-5-phenyl-3-acetoxy-2,3-dihydro-1H-1,4-benzodiazepine-2-one ClC=1C=CC2=C(C(=NC(C(N2)=O)OC(C)=O)C2=CC=CC=C2)C1